C(C)(=O)NNC(C1=NC(=CC=C1)Cl)=O N'-acetyl-6-chloropicolinohydrazide